(1S,2S)-N-(6-(5-chloro-7-(1-ethoxy-2,2,2-trifluoroethyl)-6-fluoro-1H-indazol-4-yl)imidazo[1,2-a]pyrazin-2-yl)-2-fluorocyclopropane-1-carboxamide ClC=1C(=C2C=NNC2=C(C1F)C(C(F)(F)F)OCC)C=1N=CC=2N(C1)C=C(N2)NC(=O)[C@H]2[C@H](C2)F